COCC(=O)Cl 2-Methoxy-acetyl chloride